diethyl 4-methyl-4-cyclohexene-1,2-dicarboxylate CC=1CC(C(CC1)C(=O)OCC)C(=O)OCC